CCC(C)C(=O)O[C@@H]1C[C@]2([C@H](C[C@](O2)([C@H](C[C@@H]3[C@@H]1C(=C)C(=O)O3)C)O)O)C The molecule is an organic heterocricyclic compound and germacranolide with formula C20H30O7 isolated from Viguiera linearis. It has a role as a plant metabolite. It is a sesquiterpenoid, an organic heterotricyclic compound, a cyclic hemiketal, a bridged compound, a gamma-lactone, a carboxylic ester, a secondary alcohol and a germacranolide.